C(C)(C)(C)OC(=O)N1CCN(CC1)C1=CC(=C(C(=C1)C(=O)OC)C(=O)OC)OC Dimethyl 5-[4-(tert-butoxycarbonyl)piperazin-1-yl]-3-methoxybenzene-1,2-dicarboxylate